7-(5-(3-Chloro-6-cyano-5-cyclopropyloxy-2-fluorophenyl)-1-methyl-1H-pyrazol-4-yl)-4-oxo-3,4-dihydro-phthalazine-1-carboxamide ClC=1C(=C(C(=C(C1)OC1CC1)C#N)C1=C(C=NN1C)C1=CC=C2C(NN=C(C2=C1)C(=O)N)=O)F